benzyl (S,Z)-8-(4-methoxy-4-oxobut-2-en-2-yl)-4-methylchromane-4-carboxylate COC(\C=C(\C)/C=1C=CC=C2[C@](CCOC12)(C(=O)OCC1=CC=CC=C1)C)=O